N1C=C(C=2C1=NC=CC2)C=2SC=C(N2)C=2C=C(C=CC2)[C@](C)(O)C2=NC=CC=C2 (S)-1-(3-(2-(1H-pyrrolo[2,3-b]pyridin-3-yl)thiazol-4-yl)phenyl)-1-(pyridin-2-yl)ethan-1-ol